Cl.N(=[N+]=[N-])[C@@H]1[C@@H](COCC1)N (3S,4S)-4-azidotetrahydro-2H-pyran-3-amine hydrochloride